(S)-2-((8-((4-chloro-2-fluorobenzyl)oxy)-1,3,4,9-tetrahydro-2H-pyrido[3,4-b]indol-2-yl)methyl)-1-(oxetan-2-ylmethyl)-1H-benzo[d]imidazole-6-carboxylic acid tert-butyl ester C(C)(C)(C)OC(=O)C=1C=CC2=C(N(C(=N2)CN2CC=3NC4=C(C=CC=C4C3CC2)OCC2=C(C=C(C=C2)Cl)F)C[C@H]2OCC2)C1